C(C1=CC=CC=C1)OC(=O)NN(C(OC(C)(C)C)=O)CC1C(NC(C1)(C)C)=O tert-butyl N-(benzyloxycarbonylamino)-N-[(5,5-dimethyl-2-oxo-pyrrolidin-3-yl)methyl]carbamate